CC1=C(C(OC2=CC=C(C=C12)OC1OCCCC1)C1=CC=C(C=C1)\C=C/CN1CCCCC1)C1=CC(=CC=C1)OC1OCCCC1 1-[(Z)-3-(4-{4-methyl-6-(tetrahydropyran-2-yloxy)-3-[3-(tetrahydropyran-2-yloxy)phenyl]-2H-chromen-2-yl}phenyl)allyl]piperidine